C12(C(=O)C(=O)C(CC1)C2(C)C)C Camphorquinon